NC1=C([N+](=CC2=C(C=CC=C12)C=1C(=NC=NC1)C#N)[O-])C(NCCC)=O 4-amino-8-(4-cyanopyrimidin-5-yl)-3-(propylcarbamoyl)isoquinoline 2-oxide